2-[6-(Ethylamino)-2-fluoropyridin-3-yl]-N-[(3S)-2-oxo-5-phenyl-1,3-dihydro-1,4-benzodiazepin-3-yl]pyrazolo[1,5-a]pyrimidine-3-carboxamide C(C)NC1=CC=C(C(=N1)F)C1=NN2C(N=CC=C2)=C1C(=O)N[C@@H]1C(NC2=C(C(=N1)C1=CC=CC=C1)C=CC=C2)=O